4-Amino-1-[4-[4-[4-[difluoro(phenyl)methyl]-6-methoxy-pyrimidin-2-yl]piperazin-1-yl]sulfonylphenyl]pyrrolidin-2-one NC1CC(N(C1)C1=CC=C(C=C1)S(=O)(=O)N1CCN(CC1)C1=NC(=CC(=N1)C(C1=CC=CC=C1)(F)F)OC)=O